ClC=1C=CC(=NC1)NC([C@H](C)N1CC(CCC1)C=1C=NN(C1)CC1=CC=C(C=C1)OC)=O (2S)-N-(5-chloropyridin-2-yl)-2-(3-(1-(4-methoxybenzyl)-1H-pyrazol-4-yl)piperidin-1-yl)propanamide